The molecule is a substituted aniline that is sulfanilamide in which on of the hydrogens of the sulfonamide group has been replaced by a 5-methylpyrimidin-2-yl group. It has a role as an antibacterial drug. It is a sulfonamide antibiotic, a substituted aniline and a member of pyrimidines. CC1=CN=C(N=C1)NS(=O)(=O)C2=CC=C(C=C2)N